(S)-1-(3-Fluorobicyclo[1.1.1]pent-1-yl)-3-(isoquinolin-4-yl)-2-oxoimidazoline-4-carbonitrile FC12CC(C1)(C2)N2C(N([C@@H](C2)C#N)C2=CN=CC1=CC=CC=C21)=O